5-(cyclopropylethynyl)thiazole-2-carbaldehyde C1(CC1)C#CC1=CN=C(S1)C=O